N1(CCNCC1)CC1=CC(=NC=C1)NC=1N=C2N(C=C(C=C2)C=2C=NNC2)C1 N-(4-(piperazin-1-ylmethyl)pyridin-2-yl)-6-(1H-pyrazol-4-yl)imidazo[1,2-a]pyridin-2-amine